2-ethylbutyl ((S)-(((2R,3S,4R,5S)-5-(4-aminopyrrolo[2,1-f][1,2,4]triazin-7-yl)-2-(fluoromethyl)-3,4-dihydroxytetrahydrofuran-2-yl)methoxy)(phenoxy)phosphoryl)-L-alaninate NC1=NC=NN2C1=CC=C2[C@H]2[C@@H]([C@@H]([C@@](O2)(CF)CO[P@](=O)(OC2=CC=CC=C2)N[C@@H](C)C(=O)OCC(CC)CC)O)O